[C@@H]1([C@H](O)[C@H](O)[C@@H](CO)S1)N1C(=O)NC(=O)C=C1 4'-Thiouridin